6-(3-Azabicyclo[3.1.0]hexan-3-yl)-N-(2-((R)-4-cyanothiazolidin-3-yl)-2-oxoethyl)quinoline-4-carboxamide C12CN(CC2C1)C=1C=C2C(=CC=NC2=CC1)C(=O)NCC(=O)N1CSC[C@H]1C#N